O=C1NC(CCC1N1CC=2C=C3C(=CC2C1=O)CC(C3)C=O)=O 2-(2,6-dioxopiperidin-3-yl)-1-oxo-1,2,3,5,6,7-hexahydrocyclopenta[f]isoindole-6-carbaldehyde